FC1=C(OCS(=O)(=O)C=2SC(=NN2)C)C(=C(C(=C1F)F)F)F (((perfluorophenoxy)methyl)sulfonyl)-5-methyl-1,3,4-thiadiazole